C(C)OCOC1=C(C(=CC(=C1)C)C)OB(O)O (2-(ethoxymethoxy)-4,6-dimethylphenyl)boric acid